2-(4-cyclopropyl-6-methoxypyrimidin-5-yl)-4-(3-methoxy-4-(1-methyl-4-(trifluoromethyl)-1H-imidazol-2-yl)benzyl)oxazolo[5,4-c]pyridine C1(CC1)C1=NC=NC(=C1C=1OC=2C(=NC=CC2N1)CC1=CC(=C(C=C1)C=1N(C=C(N1)C(F)(F)F)C)OC)OC